3-Bromo-2,5-difluoro-6-methoxyaniline BrC=1C(=C(N)C(=C(C1)F)OC)F